propanesulfinic acid C(CC)S(=O)O